CC1=C(C(=NO1)O[C@H]1CC2(CCC2)N(CC1)C)C1=CC=2N(C=C1)N=C(C2)NC(=O)C2CC2 (R)-N-[5-[5-methyl-3-[(9-methyl-9-azaspiro[3.5]nonan-6-yl)oxy]isoxazol-4-yl]pyrazolo[1,5-a]pyridin-2-yl]cyclopropanecarboxamide